C1(=CC=CC=C1)C=1NC(C2=CC=C(C=C2C1C1=CC=CC=C1)C=C)=O 3,4-diphenyl-6-vinylisoquinolin-1(2H)-one